benzoxasilepin O1[SiH]=CC=CC2=C1C=CC=C2